tert-butyl 4-bromo-2H,3H-pyrrolo[2,3-b]pyridine-1-carboxylate BrC1=C2C(=NC=C1)N(CC2)C(=O)OC(C)(C)C